methyl 2-((S)-1-chloromethyl)-1-(((S)-oxetan-2-yl) methyl)-1H-benzo[d]imidazole-6-carboxylate ClCC1=NC2=C(N1C[C@H]1OCC1)C=C(C=C2)C(=O)OC